[N+](=O)([O-])C1=CC(=NC=C1)[C@]1(OC(OC1)(C)C)C |r| rac-4-nitro-2-(2,2,4-trimethyl-1,3-dioxolan-4-yl)pyridine